(2,3-dihydro-1H-inden-4-yl)-6-ethoxy-3-(1-methyl-1H-pyrazol-4-yl)-1H-pyrazolo[4,3-b]pyridine C1CCC2=C(C=CC=C12)N1N=C(C2=NC=C(C=C21)OCC)C=2C=NN(C2)C